ClC=1C(=CC(=C(C=O)C1)OCCN1CC(CCC1)(C(F)(F)F)O)OCC1=C(C(=CC=C1)C1=CC2=C(OCCO2)C=C1)C 5-chloro-4-((3-(2,3-dihydrobenzo[b][1,4]dioxin-6-yl)-2-methylbenzyl)oxy)-2-(2-(3-hydroxy-3-(trifluoromethyl)piperidin-1-yl)ethoxy)benzaldehyde